N-(1,3-benzodioxol-5-yl)-3-[4-chloro-5-phenyl-3-(trifluoromethyl)pyrazol-1-yl]-N-methyl-benzamide O1COC2=C1C=CC(=C2)N(C(C2=CC(=CC=C2)N2N=C(C(=C2C2=CC=CC=C2)Cl)C(F)(F)F)=O)C